ClC1=C(C=CC=C1)N1CCN(C2=CC=CC=C12)C(CN1CCCC1)=O 1-(4-(2-chlorophenyl)-3,4-dihydroquinoxaline-1(2H)-yl)-2-(pyrrolidin-1-yl)ethan-1-one